5-(bromomethyl)-1,3-benzodioxole BrCC1=CC2=C(OCO2)C=C1